C1(CCCCC1)C1=CC=C(C=2NC(=NC21)NC(C2=CC(=NC=C2)N2CCOCC2)=O)OC N-(4-Cyclohexyl-7-methoxy-1H-benzoimidazol-2-yl)-2-morpholin-4-yl-isonicotinamide